O=CCCCCC(=O)N 6-oxo-hexanamide